COC1=CC=C(C=C1)C=1C=NC=2N(C1)N=CC2C2=C1C=CC(NC1=CC=C2)=O 5-(6-(4-methoxyphenyl)pyrazolo[1,5-a]pyrimidin-3-yl)quinolone